CN(C)CC1(CC1)NC(=O)C1(CC1)CC1=CC=C(C=C1)F N-(1-((dimethylamino)methyl)cyclopropyl)-1-(4-fluorobenzyl)cyclopropane-1-carboxamide